The molecule is a monocarboxylic acid amide that is 3,3-dimethylbutanamide substituted by hydroxy groups at positions 2 and 4 and a 3-hydroxypropyl group at the carbomyl nitrogen. It has a role as a cholinergic drug and a provitamin. It is an amino alcohol and a monocarboxylic acid amide. CC(C)(CO)[C@H](C(=O)NCCCO)O